C(C1=CC=CC=C1)OC=1C=C(C=CC1)C1CCC(CC1)OC[C@]1(C[C@H](CC1)NS(=O)(=O)C)C(=O)O (1S,3S)-1-((((1s,4R)-4-(3-(benzyloxy)phenyl)cyclohexyl)oxy)methyl)-3-(methylsulfonamido)cyclopentane-1-carboxylic acid